2-[3-[(2-azidoacetyl)amino]propyl]pyrazole-3-carboxylic acid N(=[N+]=[N-])CC(=O)NCCCN1N=CC=C1C(=O)O